2-methylthio-6-(6,7,8,9-tetrahydronaphtho[1,2-b]furan-2-yl)imidazo[2,1-b][1,3,4]thiadiazole CSC1=NN2C(S1)=NC(=C2)C2=CC1=C(O2)C=2CCCCC2C=C1